(S)-1-isopropyl-N-(1-methyl-cyclopropyl)-4-((3-methyl-isoxazol-5-yl)methyl)-5-oxo-1,2,4,5-tetrahydroimidazo[1,2-a]quinazoline-7-sulfonamide C(C)(C)[C@H]1CN=C2N1C1=CC=C(C=C1C(N2CC2=CC(=NO2)C)=O)S(=O)(=O)NC2(CC2)C